p-(N-methyl-N-trimethylsilylaminomethyl)styrene CN([Si](C)(C)C)CC1=CC=C(C=C)C=C1